C1(=CC=CC=C1)C1=NC(=CC(=N1)C1=CC=CC=C1)C=1C=C(C=CC1)C=1C(=C(C(=C(C1)C1=CC=CC=C1)C1=CC=CC=C1)C1=CC=CC=C1)C1=CC=CC=C1 2,4-diphenyl-6-(3',4',5'-triphenyl-[1,1':2',1''-terphenyl]-3-yl)pyrimidine